(1R,2S)-2-{3-[({5-[2-(benzyloxy)ethyl]-1-[(2S)-2-butanyl]-1H-pyrrole-2-yl}Carbonyl)amino]-4-(trifluoromethyl)phenyl}cyclopropanecarboxylic acid C(C1=CC=CC=C1)OCCC1=CC=C(N1[C@@H](C)CC)C(=O)NC=1C=C(C=CC1C(F)(F)F)[C@@H]1[C@@H](C1)C(=O)O